N-(2,6-difluorobenzoyl)-N'-(4-isopropylphenyl)urea FC1=C(C(=O)NC(=O)NC2=CC=C(C=C2)C(C)C)C(=CC=C1)F